NC=1C=C(C(=O)NN)C=CC1O 3-amino-4-hydroxybenzoyl-hydrazine